CC=1N=C2N(C=CC(=C2)C=2N=C3N(C(C2)=O)C=C(C=C3)N3CCNCC3)C1 2-(2-methylimidazo[1,2-a]pyridin-7-yl)-7-(piperazin-1-yl)-4H-pyrido[1,2-a]pyrimidin-4-one